(3-ethoxycyclobutyl)methanol C(C)OC1CC(C1)CO